C(C)(C)(C)OC(=O)N(CCC(=O)O)CCSSC(C)(C)C 3-((tert-butoxycarbonyl)(2-(tert-butyldisulfanyl)ethyl)amino)propanoic acid